O=C1C2=C(N=NN1CC(C)NC(C1=C(C=CC=C1)C(F)(F)F)=O)C=CC(=C2)C(F)(F)F N-(1-(4-oxo-6-(trifluoromethyl)benzo[d][1,2,3]triazine-3(4H)-yl)propan-2-yl)-2-(Trifluoromethyl)benzamide